2-[[1-(2-chloro-6-fluorobenzoyl)azetidin-3-yl]methyl]-6-(3,5-dimethylpyrazol-1-yl)pyridazin-3-one ClC1=C(C(=O)N2CC(C2)CN2N=C(C=CC2=O)N2N=C(C=C2C)C)C(=CC=C1)F